OC1=C(C=CC=C1)C1=CC(=CN=N1)N1CCC(CC1)(C(=O)O)N1N=CC=C1C 1-[6-(2-hydroxyphenyl)pyridazin-4-yl]-4-(5-methylpyrazol-1-yl)piperidine-4-carboxylic acid